1-((3s,5r)-1-propenoyl-5-(methoxymethyl)pyrrolidin-3-yl)-3-((6-fluoro-1,2-dimethyl-1H-benzo[d]imidazol-5-yl)ethynyl)-5-(methylamino)-1H-pyrazole-4-carboxamide C(C=C)(=O)N1C[C@H](C[C@@H]1COC)N1N=C(C(=C1NC)C(=O)N)C#CC1=CC2=C(N(C(=N2)C)C)C=C1F